5,6-difluoro-4-[6-(3-hydroxy-3-methyl-but-1-ynyl)-3,5-dihydro-2H-4,1-benzoxazepin-1-yl]-1-(trideuteriomethyl)quinazolin-2-one FC1=C2C(=NC(N(C2=CC=C1F)C([2H])([2H])[2H])=O)N1CCOCC2=C1C=CC=C2C#CC(C)(C)O